1-Aminopentadecane NCCCCCCCCCCCCCCC